C(=O)(O)COCCNCCN(CC(=O)O)CC carboxymethoxyethyl-N'-carboxymethylethylethylenediamine